C(C)(C)(C)C1CCC(CC1)NCC(C)C 3-(4-tert-Butylcyclohexyl)amino-2-methyl-propan